sodium periodate tert-Butyl-(4-((2-chloro-5-nitropyrimidin-4-yl)amino)butan-2-yl)carbamate C(C)(C)(C)N(C([O-])=O)C(C)CCNC1=NC(=NC=C1[N+](=O)[O-])Cl.I(=O)(=O)(=O)O.[Na+]